O=C1NC(CCC1N1C(C2=CC=CC(=C2C1)C#CCC=1C(=NC=CC1)C(=O)N)=O)=O (3-(2-(2,6-dioxopiperidin-3-yl)-1-oxoisoindolin-4-yl)prop-2-yn-1-yl)picolinamide